CN1N=C2C(=CC(=CC2=C1)NC(=O)C1=CC=C(C2=CN(N=C12)C)N1CCNCC1)C N-(2,7-dimethylindazol-5-yl)-2-methyl-4-(piperazin-1-yl)indazole-7-carboxamide